4-{4-[4-(2-methoxyethyl)-1,3-benzooxazol-2-yl]piperidin-1-yl}-1-methyl-2-oxo-1,2-dihydroquinoline-3-carbonitrile COCCC1=CC=CC2=C1N=C(O2)C2CCN(CC2)C2=C(C(N(C1=CC=CC=C21)C)=O)C#N